C(C)(C)(C)OC(=O)N1CCN(CC1)C1=C(C=C(C=C1)[N+](=O)[O-])OCC#C 4-(4-Nitro-2-(prop-2-yn-1-yloxy)phenyl)piperazine-1-carboxylic acid tert-butyl ester